tert-butyl (1-(4-chloro-5-fluoropyridin-2-yl)ethyl)(ethyl)carbamate ClC1=CC(=NC=C1F)C(C)N(C(OC(C)(C)C)=O)CC